propionamido-D-alanine C(CC)(=O)NN[C@H](C)C(=O)O